CC1=NC(=CC(=N1)NC1=NN2C(C=C(C=C2)C2=C(C=NC(=C2)C#CC)OC[C@@]23OC[C@@H](N(C2)C(=O)OC(C)(C)C)C3)=C1)C Tert-butyl (1S,4S)-1-(((4-(2-((2,6-dimethylpyrimidin-4-yl)amino)pyrazolo[1,5-a]pyridin-5-yl)-6-(prop-1-yn-1-yl)pyridin-3-yl)oxy)methyl)-2-oxa-5-azabicyclo[2.2.1]heptane-5-carboxylate